3-acetyl-2-(methylaminosulfonyl)thiophene C(C)(=O)C1=C(SC=C1)S(=O)(=O)NC